OCCCCC#CC1=CC=C(C(=O)O)C=C1 4-(6-hydroxyhex-1-yn-1-yl)benzoic acid